C1(=C(C=CC=C1)C1(CC1)C1=NOC(=N1)C=1C2=C(N(N1)C1CCC(CC1)C(=O)O)CCC2)C (7r,4r)-4-(3-(3-(1-(o-tolyl)cyclopropyl)-1,2,4-oxadiazol-5-yl)-5,6-dihydrocyclopenta[c]pyrazol-1(4H)-yl)cyclohexane-1-carboxylic acid